FC1=CC=C(CC2=C(C3=C(COCC3)S2)C(=O)NCC2=CC=C(C(=O)O)C=C2)C=C1 4-((2-(4-fluorobenzyl)-4,7-dihydro-5H-thieno[2,3-c]pyran-3-carboxamido)methyl)benzoic acid